OC1CCC(CC1)OC(C=C)=O 4-hydroxycyclohexylacrylate